C(CCCCC)C1CCC(O1)=O 5-Hexyl-dihydrofuran-2(3H)-one